O1P(OC1(C)O)(=O)OP(=O)([O-])[O-] L-1-hydroxyethylidene diphosphate